NCC(=O)N1C(C=2N(CC1)C(=C(N2)C2=CC(=CC(=C2)Cl)Cl)NC2=CC=C(C=C2)F)(C)C 2-amino-1-(2-(3,5-dichlorophenyl)-3-((4-fluorophenyl)amino)-8,8-dimethyl-5,6-dihydroimidazo[1,2-a]pyrazin-7(8H)-yl)ethan-1-one